5-amino-3-[2-fluoro-4-[[(5-fluoro-2-methoxy-benzoyl)amino]methyl]phenyl]-1-tetrahydrofurane-3-yl-pyrazole-4-carboxamide NC1=C(C(=NN1C1COCC1)C1=C(C=C(C=C1)CNC(C1=C(C=CC(=C1)F)OC)=O)F)C(=O)N